anti-dimethylsilanediyl[2-iso-propyl-4-(3,5-dimethylphenyl)-5-methoxy-6-tert-butylinden-1-yl][2-methyl-4-(3,5-dimethylphenyl)-5-methoxy-6-tert-butylinden-1-yl]zirconium dichloride [Cl-].[Cl-].C[Si](=[Zr+2](C1C(=CC2=C(C(=C(C=C12)C(C)(C)C)OC)C1=CC(=CC(=C1)C)C)C)C1C(=CC2=C(C(=C(C=C12)C(C)(C)C)OC)C1=CC(=CC(=C1)C)C)C(C)C)C